tert-butyl (Z)-5-(3-methylbut-1-en-1-yl)-1H-indole-1-carboxylate CC(\C=C/C=1C=C2C=CN(C2=CC1)C(=O)OC(C)(C)C)C